methyl (6-(5-chloro-2-(((3S,4R)-3-hydroxytetrahydro-2H-pyran-4-yl)amino)pyrimidin-4-yl)-4-fluoro-1-isopropyl-1H-benzo[d]imidazol-2-yl)(methyl)carbamate ClC=1C(=NC(=NC1)N[C@H]1[C@@H](COCC1)O)C=1C=C(C2=C(N(C(=N2)N(C(OC)=O)C)C(C)C)C1)F